COC([C@@H](N1C(CCC1)=O)CC)=O (-)-(S)-alpha-ethyl-2-oxo-1-pyrrolidineacetic acid methyl ester